2-(2-fluoro-4-(pyrrolidin-2-yl)phenyl)benzo[d]imidazo[2,1-b]thiazol FC1=C(C=CC(=C1)C1NCCC1)C=1N=C2SC3=C(N2C1)C=CC=C3